5-chloro-N-((1r,4r)-4-((3-(2,5-dimethylpyridin-4-yl)-2-oxo-2,3-dihydro-1H-benzo[d]imidazol-1-yl)methyl)cyclohexyl)-2-methylnicotinamide ClC=1C=NC(=C(C(=O)NC2CCC(CC2)CN2C(N(C3=C2C=CC=C3)C3=CC(=NC=C3C)C)=O)C1)C